C(C)(C)(C)OC(=O)N1CCN(CC1)C1=C(N(C=2N(C1=O)N=C(N2)C=2CCOCC2)CC(=O)O)C 2-(6-(4-(tert-butoxycarbonyl)piperazin-1-yl)-2-(3,6-dihydro-2H-pyran-4-yl)-5-methyl-7-oxo-[1,2,4]triazolo[1,5-a]pyrimidin-4(7H)-yl)acetic acid